5-(4-(tert-Butoxycarbonyl)piperazin-1-yl)-2-(3,4-dimethoxyphenyl)-3-isopropyl-1H-indole-1-carboxylic acid tert-butyl ester C(C)(C)(C)OC(=O)N1C(=C(C2=CC(=CC=C12)N1CCN(CC1)C(=O)OC(C)(C)C)C(C)C)C1=CC(=C(C=C1)OC)OC